SCCC(=O)NCCOCCOCCOCCOCC=C 3-mercapto-N-(3,6,9,12-tetraoxapentadec-14-enyl)propanamide